Methyl (3S)-3-(tert-butoxycarbonylamino)-3-[2-chloro-3-(6-cyclopropylpyridin-3-yl)-phenyl]butanoate C(C)(C)(C)OC(=O)N[C@](CC(=O)OC)(C)C1=C(C(=CC=C1)C=1C=NC(=CC1)C1CC1)Cl